C(C)(C)(C)N(C(O)=O)C=1SC(=NN1)COC.FC1(CCN(CC1)C1=C(C=CC(=C1)[N+](=O)[O-])C(=O)N1CCS(CC1)(=O)=O)F [2-(4,4-difluoropiperidin-1-yl)-4-nitrophenyl]-(1,1-dioxo-1,4-thiazinan-4-yl)methanone tert-butyl-[5-(methoxymethyl)-1,3,4-thiadiazol-2-yl]carbamate